2,4-diamino-5-formamido-6-hydroxypyrimidine NC1=NC(=C(C(=N1)N)NC=O)O